[Li].COCCC[N@]1C(C1)C(=O)O (R)-1-(3-methoxypropyl)aziridine-2-carboxylic acid lithium